FC=1C=CC2=C(N(C(=N2)C=2C=CC3=C(C(=NO3)C)C2)[C@@H](C)C2=CC=CC=C2)C1 (S)-5-(6-fluoro-1-(1-phenylethyl)-1H-benzo[d]imidazol-2-yl)-3-methylbenzo[d]isoxazole